difluoro oxalate lithium borate B([O-])([O-])[O-].[Li+].C(C(=O)OF)(=O)OF.[Li+].[Li+]